C(C)(C)(C)C1=NC(=NO1)C(=O)NCC1=C(C=C(C=C1)C1=NC=NN2C1=CC(=C2)CC[C@@H](CN2CCC(CC2)C2=CC=C(C=C2)C2C(NC(CC2)=O)=O)F)C 5-(tert-butyl)-N-(4-(6-((3S)-4-(4-(4-(2,6-dioxopiperidin-3-yl)phenyl)piperidin-1-yl)-3-fluorobutyl)pyrrolo[2,1-f][1,2,4]triazin-4-yl)-2-methylbenzyl)-1,2,4-oxadiazole-3-carboxamide